F[C@H]1CN(CC[C@@H]1NC1=CC=CC2=C1S(C=C2CC(F)(F)F)(=O)=O)C 7-(((3S,4S)-3-fluoro-1-methylpiperidin-4-yl)amino)-1,1-dioxido-3-(2,2,2-trifluoroethyl)benzo[b]thiophen